NC=1N=NC=C(N1)N[C@H](C)C=1N=C2N(C=C(C=C2N2C(N(C(C2)=O)C)=O)C2CC2)C1 (R)-1-(2-(1-((3-amino-1,2,4-triazin-5-yl)amino)ethyl)-6-cyclopropylimidazo[1,2-a]pyridin-8-yl)-3-methylimidazolidine-2,4-dione